C(C)OC(=O)C=1N=C(SC1CCCOC1=C(C=C(C=C1)\C=C\CN(C)C)F)N amino-5-(3-{4-[(1E)-3-(dimethylamino)prop-1-en-1-yl]-2-fluorophenoxy}propyl)-1,3-thiazole-4-carboxylic acid ethyl ester